C(C1=CC=CC=C1)OC(=O)N(C(CCCCCCC(=O)OC)CCCCCCC(=O)OC)CC1CCN(CC1)C dimethyl 8-[benzyloxycarbonyl-[(1-methyl-4-piperidyl)methyl]amino]pentadecanedioate